CN1CC(C1)(C)[C@@](C=1C=C(C=NC1)C1=NOC(=N1)CC1(CCCCC1)O)(C1=CC=C(C=C1)C(C)C)O 1-(3-{5-[(R)-(1,3-Dimethyl-azetidin-3-yl)-hydroxy-(4-isopropyl-phenyl)-methyl]-pyridin-3-yl}-[1,2,4]oxadiazol-5-ylmethyl)-cyclohexanol